(1-(6-(tetrahydrofuran-3-yl)pyridin-2-yl)-1H-pyrazolo[4,3-c]pyridin-6-yl)acetamide O1CC(CC1)C1=CC=CC(=N1)N1N=CC=2C=NC(=CC21)CC(=O)N